OCCOC=1C=C(C(=O)NC=2SC(=CN2)CC2=CC(=CC=C2)C(F)(F)F)C=CC1OC 3-(2-hydroxyethoxy)-4-methoxy-N-[5-(3-trifluoromethylbenzyl)thiazol-2-yl]Benzamide